OC=1C=CC2=C(C1)NC1=C2C2=C(C=3C4=CC=C(C=C4N(C13)CCN1CCCCC1)O)C(NC2=O)=O 2,10-dihydroxy-12-(2-piperidinoethyl)-12,13-dihydro-5H-indolo[2,3-a]pyrrolo[3,4-c]carbazole-5,7(6H)-dione